FC=1C=2N(C=C(C1)NC(=O)C1=CC3=NC(=CC=C3O1)C1CCN(CC1)C)C=C(N2)C N-(8-fluoro-2-methyl-imidazo[1,2-a]pyridin-6-yl)-5-(1-methyl-4-piperidinyl)furo[3,2-B]pyridine-2-carboxamide